C[C@@H]1N(CCCC1)C1=CC(=NC=C1)N1[C@H](COCC1)C (2S)-2-methyl-1-(2-((S)-3-methylmorpholino)pyridin-4-yl)piperidin